triethylene glycol monomethyl ether monomethacrylate C(C(=C)C)(=O)OCCOCCOCCOC